NC=1C=C(C=CC1F)C(CCC1CC1)(C1=CC(=CC=C1)C#N)N[S@@](=O)C(C)(C)C (S)-N-((+)-1-(3-amino-4-fluorophenyl)-1-(3-cyanophenyl)-3-cyclopropylpropyl)-2-methylpropane-2-sulfinamide